N1C=C(C=2C1=NC=CC2)C=2N=C1C(=NC2)NC(CN1CCC1CCOCC1)=O 6-(1H-pyrrolo[2,3-b]pyridin-3-yl)-4-(2-(tetrahydro-2H-pyran-4-yl)ethyl)-3,4-dihydropyrazino[2,3-b]pyrazin-2(1H)-one